[N+](=O)([O-])C1=CC(=C(OC2=CC(=CC(=C2)OC2=C(C=C(C=C2)[N+](=O)[O-])C(F)(F)F)OC2=C(C=C(C=C2)[N+](=O)[O-])C(F)(F)F)C=C1)C(F)(F)F 1,3,5-tri(4-nitro-2-(trifluoromethyl)-phenoxy)-benzene